1-(6-(4-isopropyl-4H-1,2,4-triazol-3-yl)pyridin-2-yl)-3-(6-methylbenzo[d]thiazol-2-yl)urea C(C)(C)N1C(=NN=C1)C1=CC=CC(=N1)NC(=O)NC=1SC2=C(N1)C=CC(=C2)C